NC1=NC=C(C=N1)C(=O)NC1=NC=2C(=C(C=CC2C=2N1CCN2)OCCCN2C[C@H](O[C@H](C2)C)C)OC |o1:29,31| rel-2-amino-N-(8-{3-[(2r,6s)-2,6-dimethylmorpholin-4-yl]propoxy}-7-methoxy-2,3-dihydroimidazo[1,2-c]quinazolin-5-yl)pyrimidine-5-carboxamide